OC1=CC=C(C=C1)C=CC(C=CC=CC1=CC=C(C=C1)[O-])=O 4-[7-(4-hydroxyphenyl)-5-oxohepta-1,3,6-trieneyl]phenolate